[Cr].[Pt] Platinum-chromium